trioctylammonium 4-nitrobenzoate [N+](=O)([O-])C1=CC=C(C(=O)[O-])C=C1.C(CCCCCCC)[NH+](CCCCCCCC)CCCCCCCC